bis(4-methoxy-2-methylphenyl)-N,N'-diphenyl-benzidine sodium [Na].COC1=CC(=C(C=C1)N(C1=CC=C(C2=CC=C(N(C3=CC=CC=C3)C3=C(C=C(C=C3)OC)C)C=C2)C=C1)C1=CC=CC=C1)C